C1(CC1)C=1N(C2=C(N1)C=CC(=C2)C=2C=C(C(N(C2)C)=O)C)[C@@H](COC)C 5-[2-cyclopropyl-3-[(1R)-2-methoxy-1-methylethyl]benzimidazol-5-yl]-1,3-dimethylpyridin-2-one